tert-butyl (R)-3-((3-(4-decylphenyl)-1,2,4-oxadiazol-5-yl)methyl)pyrrolidine-1-carboxylate C(CCCCCCCCC)C1=CC=C(C=C1)C1=NOC(=N1)C[C@@H]1CN(CC1)C(=O)OC(C)(C)C